4,5-diamino-1,3-dimethyl-pyrazole tert-butyl-cyclopropyl(1-(5-((2-methylpyrazolo[1,5-a]pyridin-5-yl)carbamoyl)pyrazin-2-yl)pyrrolidin-3-yl)carbamate C(C)(C)(C)OC(N(C1CN(CC1)C1=NC=C(N=C1)C(NC1=CC=2N(C=C1)N=C(C2)C)=O)C2CC2)=O.NC=2C(=NN(C2N)C)C